ClC1=NC=NC2=CC(=C(C=C12)NC1CCN(CC1)C(=O)OC(C)(C)C)OCC tert-butyl 4-[(4-chloro-7-ethoxyquinazolin-6-yl)amino]piperidine-1-carboxylate